6-amino-3,3-dimethylisobenzofuran-1(3H)-one NC1=CC=C2C(OC(C2=C1)=O)(C)C